(Z)-2-fluoro-3-(pyrimidin-4-yl)acrylic acid ethyl ester C(C)OC(/C(=C/C1=NC=NC=C1)/F)=O